phosphoric acid tripropynyl ester C(#CC)OP(OC#CC)(OC#CC)=O